C1(=CC=CC=C1)COP(=O)(OCC1=CC=CC=C1)OC1=C(C(=CC(=C1)C)C)C(CC(=O)O)(C)C 3-(2-((bis(phenylmethyloxy)phosphoryl)oxy)-4,6-dimethylphenyl)-3-methylbutanoic acid